6-(2-(3'-chloro-4'-methyl-[1,1'-biphenyl]-3-yl)-2-hydroxyacetyl)-2-(1-phenylcyclopropyl)-5,6,7,8-tetrahydropyrido[4,3-d]pyrimidin-4(3H)-one ClC=1C=C(C=CC1C)C1=CC(=CC=C1)C(C(=O)N1CC2=C(N=C(NC2=O)C2(CC2)C2=CC=CC=C2)CC1)O